C1(=CC=C(C=C1)N1C(C=CC1=O)=O)N1C(C=CC1=O)=O N,N'-1,4-Phenylenbismaleimid